ClC1=C2C=NNC2=C(C=C1)F 4-chloro-7-fluoro-1H-indazole